tert-butyl 1-amino-3,6,9,12-tetraoxapentadecan-15-oate NCCOCCOCCOCCOCCC(=O)OC(C)(C)C